4-(4-benzoyl-2-chlorobenzoyl)phenylbis(4-fluorophenyl)sulfonium C(C1=CC=CC=C1)(=O)C1=CC(=C(C(=O)C2=CC=C(C=C2)[S+](C2=CC=C(C=C2)F)C2=CC=C(C=C2)F)C=C1)Cl